The molecule is the 1-(cyclohexyloxycarbonyloxy)ethyl ester of cefotiam. It is used as its dihydrochloride salt as a prodrug for cefotiam. It has a role as a prodrug. It derives from a cefotiam. CC(OC(=O)C1=C(CS[C@H]2N1C(=O)[C@H]2NC(=O)CC3=CSC(=N3)N)CSC4=NN=NN4CCN(C)C)OC(=O)OC5CCCCC5